OC1=C(C(=O)C2=CC=C(C=C2)OC(C)C)C=CC(=C1)OCCCC 2-hydroxy-4-n-butoxy-4'-isopropoxy-benzophenone